FC(C1=C(C=C2CCCN(C2=C1)C=1C=C(C=C2CCN(CC12)C(C)=O)C1CCNCC1)C=1C=NN(C1)C)F 1-[8-[7-(Difluoromethyl)-6-(1-methylpyrazol-4-yl)-3,4-dihydro-2H-quinolin-1-yl]-6-(4-piperidinyl)-3,4-dihydro-1H-isoquinolin-2-yl]ethanone